(R)-N-(1-(3-(difluoromethyl)-2-fluorophenyl)ethyl)-3-(3,3-difluoropyrrolidin-1-yl)-8-Methylpyrido[2,3-d]pyridazin-5-amine FC(C=1C(=C(C=CC1)[C@@H](C)NC1=C2C(=C(N=N1)C)N=CC(=C2)N2CC(CC2)(F)F)F)F